CSC(C(=O)N1C(CCCC1)C=1NC(=CN1)C1=CC=C(C=C1)C=C)C 2-(methylthio)-1-(2-(5-(4-vinylphenyl)-1H-imidazol-2-yl)piperidin-1-yl)propan-1-one